(8-cyclopropyl-1,2,3,4-tetrahydroquinolin-4-yl)-4-fluorobenzamide C1(CC1)C=1C=CC=C2C(CCNC12)C1=C(C(=O)N)C=CC(=C1)F